Tert-butyl (E)-(2-((2-(((4-(3,5-diethoxystyryl)phenoxy)carbonyl)oxy)ethyl) amino)-2-oxoethyl)carbamate C(C)OC=1C=C(/C=C/C2=CC=C(OC(=O)OCCNC(CNC(OC(C)(C)C)=O)=O)C=C2)C=C(C1)OCC